P(=O)(F)(F)F.[K] potassium trifluorophosphate